C1(CCCCC1)N(C1CCCCC1)CCCC N,N-dicyclohexylbutylamine